(5RS)-5-(2,4-dimethylbenzyl)-3-{3-[3-(1-fluorocyclopropyl)phenoxy]-6-methylpyridazin-4-yl}-5,6-dihydro-4H-1,2,4-oxadiazine CC1=C(C[C@H]2NC(=NOC2)C2=C(N=NC(=C2)C)OC2=CC(=CC=C2)C2(CC2)F)C=CC(=C1)C |r|